(1S,5S)-N-(4-((2-aminoethyl)sulfonyl)phenyl)-6-(4-ethoxyphenyl)-9,9-dimethyl-3,6-diazabicyclo[3.2.2]nonane-3-carboxamide NCCS(=O)(=O)C1=CC=C(C=C1)NC(=O)N1C[C@@H]2CN([C@H](C1)C(C2)(C)C)C2=CC=C(C=C2)OCC